4-(6-chloro-1-(tetrahydro-2H-pyran-2-yl)-4-(4,4,5,5-tetramethyl-1,3,2-dioxaborolan-2-yl)-1H-indazol-5-yl)butyl methanesulfonate CS(=O)(=O)OCCCCC=1C(=C2C=NN(C2=CC1Cl)C1OCCCC1)B1OC(C(O1)(C)C)(C)C